(2R,3R)-5,7-bis(benzyloxy)-2-(3,5-bis(benzyloxy)-4-((ethylcarbamoyl)oxy)phenyl)chroman-3-yl 3,5-bis(benzyloxy)-4-((ethylcarbamoyl)oxy)benzoate C(C1=CC=CC=C1)OC=1C=C(C(=O)O[C@H]2[C@H](OC3=CC(=CC(=C3C2)OCC2=CC=CC=C2)OCC2=CC=CC=C2)C2=CC(=C(C(=C2)OCC2=CC=CC=C2)OC(NCC)=O)OCC2=CC=CC=C2)C=C(C1OC(NCC)=O)OCC1=CC=CC=C1